tert-butyl N-[5-[4-[6-(dimethylamino)-1,3-benzothiazol-2-yl]phenyl]pyridin-2-yl]-N-[2-[2-[2-[2-[2-(2-iodoethoxy)-ethoxy]ethoxy]ethoxy]ethoxy]ethyl]carbamate CN(C1=CC2=C(N=C(S2)C2=CC=C(C=C2)C=2C=CC(=NC2)N(C(OC(C)(C)C)=O)CCOCCOCCOCCOCCOCCI)C=C1)C